2,3,6,7,10,11-Hexakis[(n-octyl)oxy]triphenylene C(CCCCCCC)OC1=CC=2C3=CC(=C(C=C3C3=CC(=C(C=C3C2C=C1OCCCCCCCC)OCCCCCCCC)OCCCCCCCC)OCCCCCCCC)OCCCCCCCC